N-(6-((2S)-4-(4-hydroxy-3-methyltetrahydrofuran-3-yl)-2-methylpiperazin-1-yl)-7-methylisoquinolin-3-yl)-6-oxaspiro[2.5]octane-1-carboxamide OC1C(COC1)(C)N1C[C@@H](N(CC1)C=1C=C2C=C(N=CC2=CC1C)NC(=O)C1CC12CCOCC2)C